COC(C1=C(C=CC=C1)C1=NC(=NC=C1C(F)F)SC)=O (5-(difluoromethyl)-2-(methylthio)pyrimidin-4-yl)benzoic acid methyl ester